N-((1S,2S)-2-(3-dihydroxyboryl-4-fluorobenzamido)cyclohexyl)-N-(3-dihydroxyboryl-4-fluorobenzoyl)glycine 2-[Dimethyl(4-sulfanylbutyl)ammonio]ethyl-hydrogenphosphat C[N+](CCOP(=O)([O-])O)(CCCCS)C.OB(C=1C=C(C(=O)N[C@@H]2[C@H](CCCC2)N(CC(=O)O)C(C2=CC(=C(C=C2)F)B(O)O)=O)C=CC1F)O